BrC1=NC(=CC=C1)C(C)(C)OC 2-bromo-6-(2-methoxypropan-2-yl)pyridine